C(C)C1=C(C=CC(=C1)C)S(=O)(=O)OC1=C(C=CC(=C1)CN1N=CC=2C1=NC(=NC2N)Cl)Br 5-((4-amino-6-chloro-1H-pyrazolo[3,4-d]pyrimidin-1-yl) methyl)-2-bromophenyl ethyl-4-methylbenzenesulfonate